C(C)(C)C(C=C)NC(O)=O.CN(C=1C=C2C(=CC=NC2=CC1)NC1=CC=C(C(=O)NC2=CC=C(C=C2)NC2=CC=CC=C2)C=C1)C 4-((6-(dimethylamino)quinolin-4-yl)amino)-N-(4-(phenylamino)phenyl)benzamide 1-isopropylallyl-carbamate